[1,1'-Biphenyl]-3,3',5,5'-tetracarboxylic acid C1(=CC(=CC(=C1)C(=O)O)C(=O)O)C1=CC(=CC(=C1)C(=O)O)C(=O)O